N1(N=NN=C1)C[C@H](C)OC=1C=C(C=CC1Cl)C=1C=NC(=NC1)NC=1C(=NN(C1)C1CCC(CC1)N1CCOCC1)OCCOCCOCCOC 5-(3-(((S)-1-(1H-tetrazol-1-yl)propan-2-yl)oxy)-4-chlorophenyl)-N-(3-(2-(2-(2-methoxyethoxy)ethoxy)ethoxy)-1-((1r,4r)-4-morpholinocyclohexyl)-1H-pyrazol-4-yl)pyrimidin-2-amine